NC1=NC=C(C2=C1C(=NN2C)C2=CC=C(C=C2)NS(=O)(=O)CC)C=2C=NN(C2)CCOCCOCC(=O)O 2-[2-(2-{4-[4-amino-3-(4-ethanesulfonamidophenyl)-1-methyl-1H-pyrazolo[4,3-c]pyridin-7-yl]-1H-pyrazol-1-yl}ethoxy)ethoxy]acetic acid